CC1=CC=CC=2N(C(N(C21)C2=NC=C(C=C2)C2=C1C(=CN=C2)NN=C1)=O)CC(N1C[C@H](OCC1)C(F)(F)F)=O 4-methyl-1-[2-oxo-2-[(2S)-2-(trifluoromethyl)morpholin-4-yl]ethyl]-3-[5-(1H-pyrazolo[3,4-c]pyridin-4-yl)-2-pyridyl]benzimidazol-2-one